(S)-N-(1-(5-(2-methyl-4-phenoxyphenyl)-4-oxo-4,5-dihydro-3H-1-thia-3,5,8-triazaacenaphthylene-2-carbonyl)pyrrolidin-3-yl)acrylamide CC1=C(C=CC(=C1)OC1=CC=CC=C1)N1C(NC2=C(SC=3N=CC=C1C32)C(=O)N3C[C@H](CC3)NC(C=C)=O)=O